CN(CC(=O)[O-])CC1=CC=C(C=C1)OC methyl(4-methoxybenzyl)glycinate